selenium-tellurium-antimony [Sb].[Te].[Se]